FC(C1=C(OC[C@](CC(C)C)(N)C)C=CC(=C1)C1=CC(=NC=C1)C(F)F)F (S)-1-(2-(difluoromethyl)-4-(2-(difluoromethyl)pyridin-4-yl)phenoxy)-2,4-dimethylpentan-2-amine